Ethyl 2-(4-(3-cyanotetrahydrofuran-3-yl)phenyl)propanoate C(#N)C1(COCC1)C1=CC=C(C=C1)C(C(=O)OCC)C